tert-butyl (2R,6S)-4-(8-bromo-3-cyano-5-quinolyl)-2,6-dimethyl-piperazine-1-carboxylate BrC=1C=CC(=C2C=C(C=NC12)C#N)N1C[C@H](N([C@H](C1)C)C(=O)OC(C)(C)C)C